FC1CC(C1)(C1=NC=CC=C1F)CNC1=NC=C(C=N1)N1C=C(C=C1)C(=O)OC methyl 1-[2-({[3-fluoro-1-(3-fluoro(2-pyridyl))cyclobutyl]methyl}amino) pyrimidin-5-yl]pyrrole-3-carboxylate